CC=1C=2N(C=CC1CCC(=O)O)C(=NN2)C(F)(F)F 3-(8-methyl-3-(trifluoromethyl)-[1,2,4]-triazolo[4,3-a]pyridine-7-yl)propanoic acid